FC1(CN(CCC1C(=O)N1CCOC2=C(C1)C=NC=C2C#N)C2=NC=C(C=N2)F)F 4-[3,3-difluoro-1-(5-fluoropyrimidin-2-yl)piperidine-4-carbonyl]-3,5-dihydro-2H-pyrido[3,4-f][1,4]oxazepine-9-carbonitrile